3-[2-[2-(3,4-Dimethylphenyl)-1-pyrrolidinyl]-2-oxoethyl]-2,4(1H,3H)-quinazolinedione CC=1C=C(C=CC1C)C1N(CCC1)C(CN1C(NC2=CC=CC=C2C1=O)=O)=O